N[C@@H](CCC(=O)O)C(=O)O.N[C@@H](CCCN)C(=O)O ornithine, glutamate salt